C[C@@H]1CN(C[C@H]2N1CC1=CC(=CC=C21)N2CC1CNCC(C2)O1)C1=C2C=CC=NC2=C(C=C1)C#N 5-[(4R,10bS)-4-methyl-8-(9-oxa-3,7-diazabicyclo[3.3.1]nonan-3-yl)-3,4,6,10b-tetrahydro-1H-pyrazino[2,1-a]isoindol-2-yl]quinoline-8-carbonitrile